5-(((5-fluoro-2,3-dihydrobenzofuran-4-yl)methyl)amino)-8-(1-methyl-3-(4-methylpiperazine-1-carbonyl)-1H-pyrazol-5-yl)imidazo[1,2-c]pyrimidine-2-carbonitrile FC=1C=CC2=C(CCO2)C1CNC1=NC=C(C=2N1C=C(N2)C#N)C2=CC(=NN2C)C(=O)N2CCN(CC2)C